(7-Ethoxy-1-(2-(7-ethyl-1H-indol-3-yl)ethyl)-6-methoxy-3,4-dihydroisoquinolin-2(1H)-yl)(morpholino)methanone C(C)OC1=C(C=C2CCN(C(C2=C1)CCC1=CNC2=C(C=CC=C12)CC)C(=O)N1CCOCC1)OC